FC1(CCOCC1)C(=O)O 4-FLUORO-TETRAHYDRO-2H-PYRAN-4-CARBOXYLIC ACID